(E)-3-(2-(pyridin-2-yl)vinyl)-5-(3,4,5-trifluorobenzyl)-1H-indazole N1=C(C=CC=C1)/C=C/C1=NNC2=CC=C(C=C12)CC1=CC(=C(C(=C1)F)F)F